(3-FORMYL-1H-INDAZOL-6-YL)-CARBAMIC ACID TERT-BUTYL ESTER C(C)(C)(C)OC(NC1=CC=C2C(=NNC2=C1)C=O)=O